tert-butyl-4-((6-((5-chlorothien-2-yl)methyl)pyridin-2-yl)oxy)piperidine C(C)(C)(C)N1CCC(CC1)OC1=NC(=CC=C1)CC=1SC(=CC1)Cl